6-[(4-chloro-1H-indol-6-yl)amino]-4-[(6-methylpyridin-3-yl)amino]pyridine-2-carbonitrile ClC1=C2C=CNC2=CC(=C1)NC1=CC(=CC(=N1)C#N)NC=1C=NC(=CC1)C